C(#C)C1=NSC(=N1)C1=NN=C2N1CCN([C@@H]2C)C(=O)C2=CC=C(C=C2)F (R)-(3-(3-ethynyl-1,2,4-thiadiazol-5-yl)-8-methyl-5,6-dihydro-[1,2,4]triazolo[4,3-a]pyrazin-7(8H)-yl)(4-fluorophenyl)methanone